FC1=C(C(=CC=C1)F)C1=CC(=C(N=N1)C(=O)N)NC=1C=C2CN(C(C2=CC1)=O)C 6-(2,6-Difluorophenyl)-4-((2-methyl-1-oxoisoindol-5-yl)amino)pyridazine-3-carboxamide